(R)-5-[2-(5,6-Diethylindan-2-ylamino)-1-hydroxyethyl]-8-hydroxy-1H-chinolin C(C)C=1C=C2CC(CC2=CC1CC)NC[C@H](O)C1=C2C=CCNC2=C(C=C1)O